(4-tert-butylbenzoyl)4-tert-butylbenzoate C(C)(C)(C)C1=CC=C(C(=O)OC(C2=CC=C(C=C2)C(C)(C)C)=O)C=C1